5,5-dimethylimidazole CC1(C=NC=N1)C